CC1=C(C(=CC(=C1)C)C)S(=O)(=O)OC1=CC=CC=C1 phenyl 2,4,6-trimethylbenzenesulfonate